CC1=CC=C(C(=O)/C=C/C(=O)O)C=C1 trans-3-(4-methylbenzoyl)-acrylic acid